C(OC(CC)N1C(=NC=2N(C(N(C(C12)=O)CCC)=O)CC)C=1C=NN(C1)CC1=CC(=CC=C1)C(F)(F)F)(OCCOCCOCCOC)=O 1-(3-ethyl-2,6-dioxo-1-propyl-8-(1-(3-(trifluoromethyl)benzyl)-1H-pyrazol-4-yl)-1,2,3,6-tetrahydro-7H-purin-7-yl)propyl (2-(2-(2-methoxyethoxy)ethoxy)ethyl) carbonate